1-Bromo-6-chlorodibenzo[b,d]thiophene BrC1=CC=CC=2SC3=C(C21)C=CC=C3Cl